N-(1-(3,3-difluorocyclopentyl)-2-oxo-1,2-dihydropyridin-3-yl)-4-((N-methylsulfamoyl)amino)-2-(6-azaspiro[2.5]octan-6-yl)benzamide FC1(CC(CC1)N1C(C(=CC=C1)NC(C1=C(C=C(C=C1)NS(NC)(=O)=O)N1CCC2(CC2)CC1)=O)=O)F